CC1(CC(CC(C1)C)OC(C=C)=O)C acrylic acid 3,3,5-trimethylcyclohexyl ester